(5R,6S)-6-cyclohexyl-5-(4-(4-(dimethoxymethyl)piperidin-1-yl)-2-methoxyphenyl)-5,6,7,8-tetrahydronaphthalen-2-ol C1(CCCCC1)[C@H]1[C@H](C=2C=CC(=CC2CC1)O)C1=C(C=C(C=C1)N1CCC(CC1)C(OC)OC)OC